C(C)(C)(C)C1=CC=C(OP(=O)(OC2=C(C(=C(C(=C2F)F)F)F)F)N[C@@H](C)C(=O)O[C@@H]2COCC2)C=C1 (S)-tetrahydrofuran-3-yl ((4-(tert-butyl)phenoxy)(perfluorophenoxy) phosphoryl)-L-alaninate